C1=CC=C(C(=C1)Cl)Cl The molecule is a dichlorobenzene carrying chloro substituents at positions 1 and 2. It has a role as a hepatotoxic agent and a metabolite.